C(C)C1=C(C(=CC(=C1)C)CC)C(C(=O)N)C(=O)N 2,6-diethyl-4-methylphenyl-malonamide